O[C@@]1([C@@H](CC[C@H](C1)C)C(C)C)C(=O)NCCC1=NC=CC=C1 (1S,2S,5R)-1-hydroxy-2-isopropyl-5-methyl-N-[2-(2-pyridyl)ethyl]cyclohexanecarboxamide